C(C(=O)O)(=O)OS(=O)(=O)F fluorosulfuric oxalic anhydride